C1(CC(=CC=C1)C)(C)S(=O)(=O)OC1=C(C=CC=C1)NC(=O)NC1=C(C=CC=C1)OS(=O)(=O)C1(CC(=CC=C1)C)C N,N'-di-[2-(m-xylenesulfonyloxy)phenyl]urea